5-chloro-4-(1-methyl-1H-pyrazol-5-yl)-N-(1H-pyrazol-4-yl)pyrimidin-2-amine ClC=1C(=NC(=NC1)NC=1C=NNC1)C1=CC=NN1C